C1[C@H](C2=C(NC=N1)N(C=N2)[C@H]3[C@@H]([C@@H]([C@H](O3)CO)O)O)O The molecule is an N-glycosyl in which (8R)-3,6,7,8-tetrahydroimidazo[4,5-d][1,3]diazepin-8-ol is attached to ribofuranose via a beta-N(3)-glycosidic bond. compound The parent of the class of coformycins. It has a role as an EC 3.5.4.4 (adenosine deaminase) inhibitor. It is a conjugate base of a coformycin(1+).